3-(3-CHLOROPYRIDIN-2-YL)-N-(5-CYANO-6-(2H-1,2,3-TRIAZOL-2-YL)PYRIDIN-3-YL)-4-CYCLOPROPYLISOTHIAZOLE-5-CARBOXAMIDE ClC=1C(=NC=CC1)C1=NSC(=C1C1CC1)C(=O)NC=1C=NC(=C(C1)C#N)N1N=CC=N1